CC1=NC(=NC(=C1)C)C1=C(C=CC(=C1)NC=1SC=C(N1)C1=CC=C(C=C1)O)S(=O)(=O)N (4,6-dimethylpyrimidin-2-yl)-4-((4-(4-hydroxyphenyl)thiazol-2-yl)amino)benzenesulfonamide